C[C@@H](CC)NC(O[C@H]1C[C@H](CC1)C1=CC(=NN1)NC(CC1=NN(N=C1)CC)=O)=O (1R,3S)-3-(3-{[(2-ethyl-2H-1,2,3-triazol-4-yl)-acetyl]amino}-1H-pyrazol-5-yl)cyclopentyl (2S)-butan-2-ylcarbamate